1-(2'-Fluoro-4-((2R,3S)-2-methyl-3-((methylsulfonyl)methyl)azetidin-1-yl)-[2,3'-bipyridin]-6-yl)-6-(4-methoxypyridin-3-yl)-4-methyl-1H-pyrazolo[4,3-c]pyridine FC1=NC=CC=C1C1=NC(=CC(=C1)N1[C@@H]([C@H](C1)CS(=O)(=O)C)C)N1N=CC=2C(=NC(=CC21)C=2C=NC=CC2OC)C